5-(pentadecan-3-yl)-1,2,3-oxadiazol-4(5H)-one CCC(CCCCCCCCCCCC)C1C(N=NO1)=O